FC1=C(C(=CC=C1)N1N=CC=N1)C=O 2-fluoro-6-(2H-1,2,3-triazol-2-yl)benzeneAl